hexadecylmethyleneimine C(CCCCCCCCCCCCCCC)C=N